CC1CCCCC(=O)N1 ε-methyl-ε-caprolactam